P(=O)(OC(C)CC)(OOCCCCCCCCCCCCCCCCCC)[O-] sec-butyl octadecyloxy phosphate